1,3-dichloro-2-(methylsulfinyl)benzene ClC1=C(C(=CC=C1)Cl)S(=O)C